COC(CC[C@H](C(=O)OC)N1CCOCCN(CC2=CC=CC(C1)=N2)[C@@H](C(=O)OC)CCC(=O)OC)=O dimethyl (2R)-2-{9-[(1R)-4-methoxy-1-methoxycarbonyl-4-oxo-butyl]-6-oxa-3,9,15-triazabicyclo[9.3.1]pentadeca-1(14),11(15),12-trien-3-yl}pentanedioate